2-chloro-N-[[(4,6-dimethoxy-2-pyrimidinyl)amino]carbonyl]-6-propylimidazo[1,2-b]pyridazine-3-sulfonamide ClC=1N=C2N(N=C(C=C2)CCC)C1S(=O)(=O)NC(=O)NC1=NC(=CC(=N1)OC)OC